[1,2,4]triazolo[4,3-b][1,2,4,5]tetrazin-3-amine N=1N=C(N2N=CN=NC21)N